3-((1R,3R)-1-(2,6-difluoro-4-(2-(3-(fluoromethyl)azetidin-1-yl)ethoxy)phenyl)-3-methyl-1,3,4,9-tetrahydro-2H-pyrido[3,4-b]indol-2-yl)-2-fluoro-2-methylpropan-1-ol FC1=C(C(=CC(=C1)OCCN1CC(C1)CF)F)[C@H]1N([C@@H](CC2=C1NC1=CC=CC=C21)C)CC(CO)(C)F